O(C1=CC=CC=C1)CCNC1(CC2(C1)CCC2)C(=O)N[C@@H](C)C2=CC=C(C(=O)O)C=C2 4-[(1S)-1-[[2-(2-phenoxyethylamino)spiro[3.3]heptane-2-carbonyl]amino]ethyl]benzoic acid